(E)-N-(2-(3-Chloro-2-fluoro-4,6-dihydroxybenzoyl)isoindolin-4-yl)-4-(dimethylamino)-N-ethylbut-2-enamide ClC=1C(=C(C(=O)N2CC3=CC=CC(=C3C2)N(C(\C=C\CN(C)C)=O)CC)C(=CC1O)O)F